tert-butyl (2-(4-(4-phenylpiperazine-1-carbonyl)phenyl)propan-2-yl)carbamate C1(=CC=CC=C1)N1CCN(CC1)C(=O)C1=CC=C(C=C1)C(C)(C)NC(OC(C)(C)C)=O